2-(3-ethyl-5-methyl-4-((1-methyl-1H-benzo[d]imidazol-6-yl)oxy)phenyl)-3,5-dioxo-2,3,4,5-tetrahydro-1,2,4-triazine-6-carbonitrile C(C)C=1C=C(C=C(C1OC=1C=CC2=C(N(C=N2)C)C1)C)N1N=C(C(NC1=O)=O)C#N